P1CCCCC1 phosphinan